dimethylazobis(2-methylpropionate) COC(C(C)(C)N=NC(C(=O)OC)(C)C)=O